5-bromo-4-chloro-3-fluoro-2-methylaniline BrC=1C(=C(C(=C(N)C1)C)F)Cl